FC(C(C(F)(F)F)(C1=CC=C(C=C1)OC1=C(C=C(N)C=C1)C(F)(F)F)C1=CC=C(C=C1)OC1=C(C=C(N)C=C1)C(F)(F)F)(F)F 4,4'-(((perfluoropropane-2,2-diyl)bis(4,1-phenylene))bis(oxy))bis(3-(trifluoromethyl)aniline)